3-[(amino-iminomethyl)thio]-1-propanesulfonate sodium salt [Na+].NC(SCCCS(=O)(=O)[O-])=N